methyl 2-cyclohexylcyclopropane-1-carboxylate C1(CCCCC1)C1C(C1)C(=O)OC